2,5-diazabicyclo[2.2.1]heptan-3-one C12NC(C(NC1)C2)=O